7-Fluoro-8-(6-fluoro-1-methylsulfonylindazol-4-yl)-4,4,9-trimethyl-5H-[1,3]oxazolo[4,5-c]chinolin FC=1C(=C(C=2C3=C(C(NC2C1)(C)C)N=CO3)C)C3=C1C=NN(C1=CC(=C3)F)S(=O)(=O)C